(4-methyl-piperazine-1-yl)-6-nitroquinoxaline CN1CCN(CC1)C1=NC2=CC=C(C=C2N=C1)[N+](=O)[O-]